BrC1=CC2=C(COC2)C=C1OC 5-bromo-6-methoxy-1,3-dihydro-2-benzofuran